ClC1=CC=C(C=C1)C1OC(C=N1)=O 2-(4-chlorophenyl)-5-oxooxazol